rac-5-{2-[(2R,5S)-2-(4-Fluoro-3-methoxyphenyl)-5-methylpiperidin-1-yl]-2-oxoacetamido}pyridine-3-carboxamide FC1=C(C=C(C=C1)[C@@H]1N(C[C@H](CC1)C)C(C(=O)NC=1C=C(C=NC1)C(=O)N)=O)OC |r|